C[C@]1([C@H](O[C@H]([C@@H]1O)N1C=CC2=C1N=CN=C2NC)CSC)O (2S,3S,4R,5R)-3-methyl-5-(4-(methylamino)-7H-pyrrolo[2,3-d]pyrimidin-7-yl)-2-((methylthio)methyl)tetrahydrofuran-3,4-diol